2-chloro-5-isopropyl-9-methoxy-8-(3-methoxypropoxy)-5,6-dihydrobenzo[h]quinoline-3-carboxylic acid ClC1=NC=2C3=C(CC(C2C=C1C(=O)O)C(C)C)C=C(C(=C3)OC)OCCCOC